N1C(CCCC1)C1=CC(NC=C1)=O 4-(2-piperidyl)-1H-pyridin-2-one